OC1=CC=C2C(=CC=NC2=C1)N(C(C(CCCC)CCO)(C)C(=O)O)N 7-hydroxy-4-(1-carboxy-4-ethyl-(2-hydroxyethyl)-amino-1-methylbutylamino)quinoline